C1(CC1)C1=C2C(=NN(C2=CC=C1)CC(=O)NC1=NC(=CC=C1)CC)C(=O)N cyclopropyl-(2-((6-ethylpyridin-2-yl)amino)-2-oxoethyl)-1H-indazole-3-carboxamide